FC=1C(=NC(N(C1)[C@@H]1CS[C@@H](O1)CO)=O)NC(OCCCCCCCC)=O octyl (5-fluoro-1-((2R,5S)-2-(hydroxymethyl)-1,3-oxathiolan-5-yl)-2-oxo-1,2-dihydropyrimidin-4-yl)carbamate